(S)-3-(difluoromethyl)pyrrolidine tert-butyl-8-((tert-butyldiphenylsilyl)oxy)-2-(hydroxymethyl)-2-methyloctanoate C(C)(C)(C)OC(C(CCCCCCO[Si](C1=CC=CC=C1)(C1=CC=CC=C1)C(C)(C)C)(C)CO)=O.FC([C@@H]1CNCC1)F